N-(3-Chloro-1H-indol-7-yl)-1-[2-(2-methoxyethoxy)ethyl]pyrazol-4-sulfonamid ClC1=CNC2=C(C=CC=C12)NS(=O)(=O)C=1C=NN(C1)CCOCCOC